4-[1-[3-[(1-tert-butoxycarbonyl-4-piperidyl)oxy]cyclobutyl]-4-piperidyl]-5-isopropoxy-phthalic acid C(C)(C)(C)OC(=O)N1CCC(CC1)OC1CC(C1)N1CCC(CC1)C=1C=C(C(C(=O)O)=CC1OC(C)C)C(=O)O